9,10-bis(isopropoxycarbonyloctadecyloxy)anthracene C(C)(C)OC(=O)CCCCCCCCCCCCCCCCCCOC=1C2=CC=CC=C2C(=C2C=CC=CC12)OCCCCCCCCCCCCCCCCCCC(=O)OC(C)C